7-amino-3-(hydroxymethyl)-3-cephem-4-carboxylic acid NC1[C@@H]2N(C(=C(CS2)CO)C(=O)O)C1=O